COC(=CC(=O)O)C 3-methoxybut-2-enoic acid